(2-chloro-5-fluoro-1,3-thiazol-4-yl)(difluoro)acetic acid ClC=1SC(=C(N1)C(C(=O)O)(F)F)F